CC=1N=COC1C(=O)O 4-methyl-1,3-Oxazole-5-carboxylic acid